3-benzyl-8-(tert-butyl)(1S,2S,5R)-2-acetyl-3,8-diazabicyclo[3.2.1]octane C(C1=CC=CC=C1)N1[C@@H]([C@@H]2CC[C@H](C1)N2C(C)(C)C)C(C)=O